BrC1=C(C=CC=C1)CCCCCCNC(OC(C)(C)C)=O tert-butyl N-[6-(2-bromophenyl)hexyl]carbamate